Cl.CC(COC1=NC=CC=C1C)(C)NC(C[C@@H]1NCCC1)=O (R)-N-(2-methyl-1-((3-methylpyridin-2-yl)oxy)propan-2-yl)-2-(pyrrolidin-2-yl)acetamide hydrochloride